tert-butyl (3-hydroxypropyl)(2-(naphthalen-2-yl)ethyl)carbamate OCCCN(C(OC(C)(C)C)=O)CCC1=CC2=CC=CC=C2C=C1